C(C)C(CP(O)=O)CCCC 2-ethylhexyl-phosphinic acid